C(C=C)N1S(C(CC=2C=C(C=3C=CNC3C21)Cl)(C)C)(=O)=O 1-allyl-6-chloro-3,3-dimethyl-1,3,4,9-tetrahydro-[1,2]thiazino[4,3-g]indole 2,2-dioxide